(2,4-di-tert-butylphenol) phosphite P(O)(O)OC1=C(C=C(C=C1)C(C)(C)C)C(C)(C)C